C(#N)[C@H]1N([C@H]2C[C@H]2C1)C(CNC(=O)C1=CC=NC2=CC=C(C=C12)C(C)OC)=O N-(2-((1S,3S,5S)-3-Cyano-2-azabicyclo[3.1.0]hexan-2-yl)-2-oxoethyl)-6-(1-methoxyethyl)quinoline-4-carboxamide